2-(pyridin-4-yl)acethydrazide N1=CC=C(C=C1)CC(=O)NN